2-methyl-1,2,3,4-tetrahydropyrazin CC1NC=CNC1